[C@H]1(C[C@@H](CCC1)O)O Cis-cyclohexane-1,3-diol